9-(methyl(7H-pyrrolo[2,3-d]pyrimidin-4-yl)amino)-N-(5-methylpyrazin-2-yl)-3-azaspiro[5.5]undecane-3-carboxamide CN(C1CCC2(CCN(CC2)C(=O)NC2=NC=C(N=C2)C)CC1)C=1C2=C(N=CN1)NC=C2